(Z)-N-(2-(4-(4-chloro-1,2-diphenylbut-1-en-1-yl)phenoxy)ethyl)-6-((2-(2,6-dioxopiperidin-3-yl)-1,3-dioxoisoindolin-4-yl)amino)-N-methylhexanamide ClCC/C(=C(\C1=CC=CC=C1)/C1=CC=C(OCCN(C(CCCCCNC2=C3C(N(C(C3=CC=C2)=O)C2C(NC(CC2)=O)=O)=O)=O)C)C=C1)/C1=CC=CC=C1